Cl.C(C)OC(=O)C1=C(C2=C(CCC3=CN(N=C23)CC2CNC2)O1)C 2-[(azetidin-3-yl)methyl]-8-methyl-4,5-dihydro-2H-furo[2,3-g]indazole-7-carboxylic acid ethyl ester hydrochloride